2,2-difluoroethyl (S)-8-(5-chloro-3-fluoropyridin-2-yl)-5-(1-(4-chlorophenyl)-ethyl)-6,9-dioxo-2,5,8-triazaspiro[3.5]nonane-2-carboxylate ClC=1C=C(C(=NC1)N1CC(N(C2(CN(C2)C(=O)OCC(F)F)C1=O)[C@@H](C)C1=CC=C(C=C1)Cl)=O)F